3-cyano-6-(4,6-diphenyl-1,3,5-triazin-2-yl)benzene C(#N)C=1C=CC(=CC1)C1=NC(=NC(=N1)C1=CC=CC=C1)C1=CC=CC=C1